C(C)(C)(C)OC(=O)O[C@@H]1[C@H]([C@H](N(C1)C(=O)OC(C)(C)C)CC1=CC=C(C=C1)OC)OC(CC1=CC=C(C=C1)N1CCOCC1)=O tert-butyl (2R,3S,4S)-4-[(tert-butoxycarbonyl)oxy]-2-[(4-methoxyphenyl)methyl]-3-({2-[4-(morpholin-4-yl)phenyl]acetyl}oxy)pyrrolidine-1-carboxylate